CC=1N(C(C2=C(N1)C(=NC(=N2)C2CC(OCC2)C=2C=NN(C2)C)C=2C=NC(=CC2)C(F)(F)F)=O)C 2,3-dimethyl-6-(2-(1-methyl-1H-pyrazol-4-yl)tetrahydro-2H-pyran-4-yl)-8-(6-(trifluoromethyl)pyridin-3-yl)pyrimido[5,4-d]pyrimidin-4(3H)-one